NC=1C(=NN=NC1NC(C)C)OC amino-4-methoxy-6-(isopropylamino)triazine